{4-[1-(2-pyrrolidin-1-yl-ethyl)-1H-pyrazol-4-yl]-benzyl}-amine N1(CCCC1)CCN1N=CC(=C1)C1=CC=C(CN)C=C1